(R)-4-(7-(1-(difluoromethyl)cyclopropyl)-3-(1H-pyrazol-5-yl)isothiazolo[4,5-b]pyridin-5-yl)-3-methylmorpholine FC(C1(CC1)C1=C2C(=NC(=C1)N1[C@@H](COCC1)C)C(=NS2)C2=CC=NN2)F